2-(3-(1-hydroxyethyl)-7-methyl-5-(2-methylpyrimidin-5-yl)-1H-indol-1-yl)acetyl-5-methyl-2-azabicyclo[3.1.0]hexane-3-carboxamide OC(C)C1=CN(C2=C(C=C(C=C12)C=1C=NC(=NC1)C)C)CC(=O)C12NC(CC2(C1)C)C(=O)N